3α-hydroxy-5β-pregnan-2-one O[C@H]1C[C@H]2CC[C@H]3[C@@H]4CC[C@H](CC)[C@]4(CC[C@@H]3[C@]2(CC1=O)C)C